C1(CC1)NC(C([C@H](C[C@H]1C(NCC1)=O)NC([C@H](CC(C)C)NC(OC(CC1=CC(=CC=C1)Cl)C1=CC(=CC=C1)Cl)=O)=O)=O)=O 1,2-Bis(3-chlorophenyl)ethyl ((S)-1-(((S)-4-(cyclopropylamino)-3,4-dioxo-1-((S)-2-oxopyrrolidin-3-yl)butan-2-yl)amino)-4-methyl-1-oxopentan-2-yl)carbamate